C(C)(C)(C)C=1C(=C(C#N)C=CC1C1=C2C(=CN=C1C1=CC(=C(C=C1)OC)F)N(C(=C2)CN2CCC(CC2)N)C)F tert-butyl-4-(2-((4-aminopiperidin-1-yl)methyl)-5-(3-fluoro-4-methoxyphenyl)-1-methyl-1H-pyrrolo[2,3-c]pyridin-4-yl)-2-fluorobenzonitrile